decatrienedialdehyde C(C=CC=CC=CCCC=O)=O